6-[4-Fluoro-3-(trifluoromethyl)phenyl]-N4-(3-methoxy-2,2-dimethylpropyl)-N4-methylpyridin-2,3,4-triamine FC1=C(C=C(C=C1)C1=CC(=C(C(=N1)N)N)N(C)CC(COC)(C)C)C(F)(F)F